(R)-N-(4-(trifluoromethyl)benzyl)piperidine FC(C1=CC=C(CN2CCCCC2)C=C1)(F)F